3-Cyclopropoxypyrrolidine-1-carboxylic acid (R)-benzyl ester C(C1=CC=CC=C1)OC(=O)N1CC(CC1)OC1CC1